CC=1N=C(N=NC1C1=CC=C2C(CCO2)=C1O)N[C@H]1CN(CCC1)CCCC=1OC=CN1 5-[5-Methyl-3-[[(3R)-1-(3-oxazol-2-ylpropyl)-3-piperidyl]amino]-1,2,4-triazin-6-yl]-2,3-dihydrobenzofuran-4-ol